C(C)N[C@H](C(=O)C=1C=C(C2=C(C=CO2)C1)F)C (S)-2-(ethylamino)-1-(7-fluorobenzofuran-5-yl)propan-1-one